NCC(O)(C1CC1)C1=CC(=C(C(=N1)C1=CC(=C(C=C1)F)F)F)C(C)(C)O 2-(6-[(+)-2-Amino-1-cyclopropyl-1-hydroxyethyl]-2-(3,4-difluorophenyl)-3-fluoropyridin-4-yl)propan-2-ol